C(CCC)C=1OC2=C(C1C(=O)N)C=CC=C2 2-butylbenzofuran-3-carboxamide